C(C1=CC=CC=C1)OC1=C(C=C(C=C1)N1C(C2=CC=CC=C2[C@@H]([C@H]1C1=CC2=C(OCCO2)C=C1)C(=O)O)=O)Cl |r| (3S,4S) and (3R,4R)-2-[4-(benzyloxy)-3-chlorophenyl]-3-(2,3-dihydro-1,4-benzodioxin-6-yl)-1-oxo-1,2,3,4-tetrahydroisoquinoline-4-carboxylic acid